Cl.COC([C@@](CO)(C)N)=O (S)-2-amino-3-hydroxy-2-methylpropionic acid methyl ester hydrochloride